3',5'-dideoxy-3',4'-didehydrocytidine-5'-carboxylic acid [C@@H]1([C@H](O)C=C(CC(=O)O)O1)N1C(=O)N=C(N)C=C1